NC1=C(C=CC=C1)C=1C2=CC=C(N2)C(=C2C=CC(C(=C3C=CC(=C(C=4C=CC1N4)C4=CC=C(C=C4)S(=O)(=O)O)N3)C3=CC=C(C=C3)S(=O)(=O)O)=N2)C2=CC=C(C=C2)S(=O)(=O)O 5-(2-aminophenyl)-10,15,20-tri(4-sulfophenyl)porphyrin